BrC1=CC=CC(=N1)COC[C@@H]1CN(CC12CN(C2)C(=O)OC(C)(C)C)C(=O)C2=CN=CS2 tert-butyl (S)-8-(((6-bromopyridin-2-yl)methoxy)methyl)-6-(thiazole-5-carbonyl)-2,6-diazaspiro[3.4]octane-2-carboxylate